C([C@@H]1[C@H]([C@@H]([C@H]([C@@H](O1)OC[C@@H]2[C@@H]([C@H]([C@@H](O2)O)O)O)O)O)O)O The molecule is a glycosylxylose consisting of beta-D-glucopyranose and beta-D-xylofuranose residues joined in sequence by a (1->5) glycosidic bond. It derives from a beta-D-glucose and a beta-D-xylofuranose.